COC=1C=C(C=C(C1)OC)/C=C/C1=CC=C(C=C1)O 4-[(1E)-2-(3,5-dimethoxyphenyl)-vinyl]Phenol